NC1=C(C=2C(=NC(=C(C2C)COC)C)N1C1=C(C(=CC=C1C)OCC1=CC=C(C=C1)OC)C)C#N 2-Amino-1-(3-((4-methoxybenzyl)oxy)-2,6-dimethylphenyl)-5-(methoxymethyl)-4,6-dimethyl-1H-pyrrolo[2,3-b]pyridine-3-carbonitrile